1-oxopropan-2-carboxamide O=CC(C)C(=O)N